COC(C(N)OC)N 1,2-dimethoxyethylenediamine